chloro-3-(2-chloro-4-pyridinyl)-6-(trifluoromethyl)indolin-2-one ClN1C(C(C2=CC=C(C=C12)C(F)(F)F)C1=CC(=NC=C1)Cl)=O